N-cyclopropyl-2-fluoro-4-methyl-5-(4-(4,4,5,5-tetramethyl-1,3,2-dioxaborolan-2-yl)-1H-pyrazol-1-yl)benzamide C1(CC1)NC(C1=C(C=C(C(=C1)N1N=CC(=C1)B1OC(C(O1)(C)C)(C)C)C)F)=O